ClC1=C(N=C2N1C=CC(=C2)C(=O)O)C2=C(C=C(C=C2C=2C(=NNC2)F)F)F 3-chloro-2-(2,4-difluoro-6-(3-fluoro-1H-pyrazol-4-yl)phenyl)imidazo[1,2-a]pyridine-7-carboxylic acid